FC1=CC=C(C=C1)C1=NN(C=C1C=1C2=C(N=CN1)OC(=C2)C2=CC=CC=C2)[C@H]2C[S@@](CC2)(=O)=N (1R,3R)-3-[3-(4-fluorophenyl)-4-(6-phenylfuro[2,3-d]pyrimidin-4-yl)-1H-pyrazol-1-yl]-1-imino-1λ6-thiolan-1-one